(1-((2r,4r,5r)-3,3-difluoro-4-hydroxy-5-(hydroxymethyl)tetrahydrofuran-2-yl)-2-oxo-1,2-dihydropyrimidin-4-yl)-5-nitropyridinecarboxamide FC1([C@@H](O[C@@H]([C@H]1O)CO)N1C(N=C(C=C1)C=1C(=NC=C(C1)[N+](=O)[O-])C(=O)N)=O)F